7-(trifluoromethyl)-1H-benzo[d]imidazol FC(C1=CC=CC2=C1NC=N2)(F)F